O(C1=CC=CC=C1)CCC 1-Phenoxypropane